C1(=CC=CC=C1)C=1C=C2C(=CNC2=CC1)N 5-Phenyl-1H-indol-3-amine